N-(2-hydroxyeicosanoyl)-4R-hydroxysphinganine OC(C(=O)N[C@H](CO)[C@H](O)C(CCCCCCCCCCCCCC)O)CCCCCCCCCCCCCCCCCC